(3S)-3-[9H-fluoren-9-yl-methoxycarbonyl(meth-yl)amino]-4-oxo-4-(1-piperidyl)butanoic acid C1=CC=CC=2C3=CC=CC=C3C(C12)COC(=O)N([C@@H](CC(=O)O)C(N1CCCCC1)=O)C